CC(CCCNCCNCCCC(C)C)C N1,N2-di-(4-methylpentyl)ethane-1,2-diamine